(2S,4S)-4-fluoro-1-[2-[4-(5-quinolyloxy)-1-piperidyl]acetyl]pyrrolidine-2-carbonitrile F[C@H]1C[C@H](N(C1)C(CN1CCC(CC1)OC1=C2C=CC=NC2=CC=C1)=O)C#N